5-bromo-1,1-dimethyl-3-oxo-7-sulfamoyl-isoindoline-2-carboxylic acid tert-butyl ester C(C)(C)(C)OC(=O)N1C(C2=C(C=C(C=C2C1=O)Br)S(N)(=O)=O)(C)C